4-(2-Isopropyloxazol-4-yl)pyridin-2-amine C(C)(C)C=1OC=C(N1)C1=CC(=NC=C1)N